3-(5-(1,3,4-oxadiazol-2-yl)pyridin-3-yl)-5-(benzyloxy)phenyl (cyclohexylmethyl)carbamate C1(CCCCC1)CNC(OC1=CC(=CC(=C1)OCC1=CC=CC=C1)C=1C=NC=C(C1)C=1OC=NN1)=O